P(OCC)(OCC)(OCCSCC)=S O,O-diethyl O-(2-(ethylthio)ethyl) phosphorothioate